N-(8-fluoro-1,2,3,5,6,7-hexahydros-indacen-4-ylcarbamoyl)-5-(2-hydroxypropan-2-yl)thiophene-2-sulfonamide FC=1C=2CCCC2C(=C2CCCC12)NC(=O)NS(=O)(=O)C=1SC(=CC1)C(C)(C)O